ClC=1C=C2C(=CN1)N(C(=C2)C2=C(C=CC=C2OC)OC)C 5-chloro-2-(2,6-dimethoxyphenyl)-1-methylpyrrolo[2,3-c]pyridine